C(C)(C)(C)C1OCCC(C1)N(C(=O)OCC1CCN(CC1)C=1N(C=C(N1)C(F)(F)F)C)CC=1C=CC(=NC1OC)C1=C(C(=NC=C1)Cl)Cl (1-(1-methyl-4-(trifluoromethyl)-1H-imidazol-2-yl)piperidin-4-yl)methanol tert-Butyl-((2',3'-dichloro-6-methoxy-[2,4'-bipyridin]-5-yl)methyl)(tetrahydro-2H-pyran-4-yl)carbamate